ethyl 3-(3-pyridinyl)-2,3-dibromopropionate N1=CC(=CC=C1)C(C(C(=O)OCC)Br)Br